C1(CCC1)N1C(=NC2=NC(=NC(=C12)N1CC2CCC(C1)N2)OC[C@]21CCCN1C[C@@H](C2)F)OC2=CC(=CC1=CC=C(C(=C21)C#C)F)O 4-{[7-cyclobutyl-6-(3,8-diazabicyclo[3.2.1]octan-3-yl)-2-{[(2R,7aS)-2-fluorotetrahydro-1H-pyrrolizin-7a(5H)-yl]methoxy}-7H-purin-8-yl]oxy}-5-ethynyl-6-fluoro-2-naphthol